OC[C@H](C1=CC=CC=C1)NC1=NC(=NC=C1C1=NNC(=N1)C)NC=1C=C2CCNC(C2=CC1)=O 6-[[4-[[(1S)-2-hydroxy-1-phenyl-ethyl]amino]-5-(5-methyl-1H-1,2,4-triazol-3-yl)pyrimidin-2-yl]amino]-3,4-dihydro-2H-isoquinolin-1-one